C(C)OP(=O)(OCC)C(C(=O)OC(C)(C)C)CC1=NC(=NO1)C1=CC=C(C=C1)OC1=NC(=CC=C1)C(NC)=O tert-butyl 2-(diethoxyphosphoryl)-3-(3-(4-((6-(methylcarbamoyl)pyridin-2-yl)oxy)phenyl)-1,2,4-oxadiazol-5-yl)propanoate